NC=1C=CC(=C2CN(C(C12)=O)CC(C#N)=C)C=1C=C2C(=NNC2=CC1)C1COC1 2-({7-amino-4-[3-(oxetan-3-yl)-1H-indazol-5-yl]-1-oxo-2,3-dihydro-1H-isoindol-2-yl}methyl)prop-2-enenitrile